C(C=C)(=O)N1C[C@@H](N(CC1)C=1C2=C(N(C(N1)=O)C1=C(C=CC=C1C)C(C)C)N=C(C(=C2)F)C2=C(C=CC(=C2)Cl)O)C (S)-4-(4-acryloyl-2-methylpiperazin-1-yl)-7-(5-chloro-2-hydroxyphenyl)-6-fluoro-1-(2-isopropyl-6-methylphenyl)pyrido[2,3-d]pyrimidin-2(1H)-one